vinyl-tri-(β-methoxyethoxy)silane C(=C)[Si](OCCOC)(OCCOC)OCCOC